N(N)COC=O.C(C)N(C1=CC=C2C=C(C(OC2=C1)=O)C=O)CC 7-(diethylamino)coumarin-3-carboxaldehyde hydrazinomethyl-formate